C1(=CC=CC=C1)[C@H]1N(OCC1)C(=O)OC(C)(C)C tert-butyl (3S)-3-phenylisoxazolidine-2-carboxylate